NC(CC(=O)N(C(C)C)C1=CC=C(C=C1)NC1=CC=CC=C1)C 3-amino-N-(4-anilinophenyl)-N-isopropyl-butyramide